methyl 4-hydroxymethylbenzoate (Methyl-4-hydroxy benzoate) CC1=C(C(=O)O)C=CC(=C1)O.OCC1=CC=C(C(=O)OC)C=C1